NC1=NC(=NC(=N1)N)C(CCCCCC)C=1N=C(NC1)CC 1-(4,6-diamino-s-triazin-2-yl)heptyl-2-ethylimidazol